2-[METHYL(PROP-2-YN-1-YL)AMINO]PROPANOIC ACID CN(C(C(=O)O)C)CC#C